[[2-[(2R,5S)-2-(4-hydroxycyclohexyl)-5-methyl-1-piperidyl]-2-oxo-acetyl]amino]pyridine-3-carboxamide OC1CCC(CC1)[C@@H]1N(C[C@H](CC1)C)C(C(=O)NC1=NC=CC=C1C(=O)N)=O